C(C)(C)(C)OC(=O)N1C[C@H]([C@@H](CC1)NC(=O)C1=NOC(=C1)C1=C(C=C(C=C1)F)F)C(=O)O |r| rac-(3R*,4R*)-4-{[5-(2,4-difluoro-phenyl)-isoxazole-3-carbonyl]-amino}-piperidine-1,3-dicarboxylic acid 1-tert-butyl ester